4-fluoro-N-{[3-fluoro-4-(propan-2-yl)phenyl](3-fluorophenyl)methyl}-1-[2-(1H-1,2,3-triazol-5-yl)acetyl]pyrrolidine-2-carboxamide FC1CC(N(C1)C(CC1=CN=NN1)=O)C(=O)NC(C1=CC(=CC=C1)F)C1=CC(=C(C=C1)C(C)C)F